(4-methylthiophene-2-yl)boronic acid CC=1C=C(SC1)B(O)O